C1=CC=CC=2C3=CC=CC=C3NC12.C1=CC=CC=2C3=CC=CC=C3NC12.C1=CC=CC=2C3=CC=CC=C3NC12.[Ce] cerium tricarbazole